C(C1=CC=CC=C1)OC(NC(C(C=C)C)CO)=O.C1(=CC=CC=C1)P(CC[Si](OCC)(OCC)OCC)(O)C1=CC=CC=C1 2-(diphenylhydroxyphosphino)ethyltriethoxysilane syn-(±)-benzyl-N-[1-(hydroxymethyl)-2-methyl-but-3-enyl]carbamate